[Ag].[Zn].[Pb] Lead Zinc Silver